OC1=NC(=NC(=C1)O)C(=O)O 4,6-dihydroxypyrimidine-2-carboxylic acid